butyl-(S)-tetrahydropyridazine-1,2,3-tricarboxylate C(CCC)OC(=O)N1N([C@@H](CCC1)C(=O)[O-])C(=O)[O-]